CN1C(OC2=C1C=CC(=C2)N2CCN(CC2)C(=O)NCCCCC2=CC=CC=C2)=O 4-(3-methyl-2-oxo-1,3-benzoxazol-6-yl)-N-(4-phenylbutyl)piperazine-1-carboxamide